ClC1=CC=C(C=C1)C1=NN=C(C2=CC=CC=C12)NC1C(N(CCC1)C)=O 3-((4-(4-chlorophenyl)phthalazin-1-yl)amino)-1-methylpiperidin-2-one